C(C=C)N1S(N(CC=2C=C(C=3C(=CNC3C21)Cl)Cl)CC=2N=NC=CC2)(=O)=O 1-allyl-6,7-dichloro-3-(pyridazin-3-ylmethyl)-1,3,4,9-tetrahydro-[1,2,6]thiadiazino[4,3-g]indole 2,2-dioxide